BrC=1C=NC=CC1CNC1=C(C(NCC1)=O)C(NC1=C(C(=CC=C1)F)OC)=S 4-{[(3-bromopyridin-4-yl)methyl]amino}-N-(3-fluoro-2-methoxyphenyl)-2-oxo-5,6-dihydro-1H-pyridine-3-carbothioamide